C(C)(C)(C)C1=C(C(=CC(=C1)NC1=NC(=NC(=N1)SCCCCCCCC)SCCCCCCCC)C(C)(C)C)O 2,6-di-tert-butyl-4-[4,6-bis(octylthio)-1,3,5-triazine-2-ylamino]phenol